ClC=1C(=NC(=NC1)NC1CCOCC1)C1=CC=C2CN(C(C2=C1)=O)CC(=O)N[C@@H](C(F)(F)F)CO 2-(6-{5-chloro-2-[(oxacyclohex-4-yl)amino]pyrimidin-4-yl}-1-oxo-2,3-dihydro-1H-isoindol-2-yl)-N-[(2R)-1,1,1-trifluoro-3-hydroxypropan-2-yl]acetamide